5-fluoro-4-nitrobenzo[d]isothiazol-3(2H)one-1,1-dioxide FC=1C=CC2=C(C(NS2(=O)=O)=O)C1[N+](=O)[O-]